O=C1NC(CCC1C1=C(C=C(C=C1F)N1CC(C1)NC(CC1=CC(=CC=C1)OC(F)(F)F)=O)F)=O N-(1-(4-(2,6-dioxopiperidin-3-yl)-3,5-difluorophenyl)azetidin-3-yl)-2-(3-(trifluoromethoxy)phenyl)acetamide